ClC1=CC=2C3=C(C=NC2C=C1)N=C(N3C3C(COCC3)(F)F)CN3N=NC(=C3)C 8-chloro-1-(3,3-difluorotetrahydro-2H-pyran-4-yl)-2-[(4-methyl-1H-1,2,3-triazol-1-yl)methyl]-1H-imidazo[4,5-c]quinoline